3-(isoquinolin-4-yl)-2-oxo-1-(5-(trifluoromethyl)pyridin-3-yl)imidazoline-4-carbonitrile C1=NC=C(C2=CC=CC=C12)N1C(N(CC1C#N)C=1C=NC=C(C1)C(F)(F)F)=O